N-(3-fluorophenyl)-2-(methyl((1-methyl-4-oxo-4,5-dihydro-1H-pyrazolo[3,4-d]pyrimidin-6-yl)methyl)amino)acetamide FC=1C=C(C=CC1)NC(CN(CC=1NC(C2=C(N1)N(N=C2)C)=O)C)=O